(3S)-3-(dimethylamino)tetrahydropyrrole CN([C@@H]1CNCC1)C